P(=O)(O)(O)OC[C@@H]1[C@H](C[C@@H](O1)N1C(=O)N=C(NC(=O)OCC2=CC=CC=C2)C=C1)O 2'-deoxy-N-[(phenylmethoxy)carbonyl]-cytidine phosphate